ethyl 2-(4-(4-chlorophenyl)-2,3,6-trimethyl-1-((1-methyl-1H-pyrazol-4-yl)methyl)-1H-pyrrolo[2,3-b]pyridin-5-yl)-2-oxoacetate ClC1=CC=C(C=C1)C1=C2C(=NC(=C1C(C(=O)OCC)=O)C)N(C(=C2C)C)CC=2C=NN(C2)C